4-(3,5-difluoro-4-hydroxybenzylidene)-1-methyl-5-oxo-4,5-dihydro-1H-imidazole-2-carboxamide FC=1C=C(C=C2N=C(N(C2=O)C)C(=O)N)C=C(C1O)F